(2R,5S)-4-Carboxymethyl-5-isopropyl-2-methyl-piperazine-1-carboxylic Acid tert-butyl Ester Triethylamine Salt C(C)N(CC)CC.C(C)(C)(C)OC(=O)N1[C@@H](CN([C@H](C1)C(C)C)CC(=O)O)C